O=C1C=2N(CCCC1C(=O)OC)N=CC2 methyl 4-oxo-5,6,7,8-tetrahydro-4H-pyrazolo[1,5-a]azepine-5-carboxylate